[trans-1-[4-(7H-pyrrolo[2,3-d]-pyrimidin-4-yl)-1H-pyrazol-1-yl]-3-(4-{[2-(trifluoromethyl)-pyrimidin-4-yl]-carbonyl}piperazin-1-yl)cyclobutyl]acetonitrile N1=CN=C(C2=C1NC=C2)C=2C=NN(C2)C2(CC(C2)N2CCN(CC2)C(=O)C2=NC(=NC=C2)C(F)(F)F)CC#N